BrC1=CC(=C(C=C1)S(=O)(=O)N1CC(N(C2=CC=CC(=C12)C)C)C)C 4-(4-bromo-2-methyl-phenyl)sulfonyl-1,2,5-trimethyl-2,3-dihydroquinoxaline